Tert-butyl (4-(2-(1,3-dioxoisoindolin-2-yl)ethyl)-5-methylthiazol-2-yl)carbamate O=C1N(C(C2=CC=CC=C12)=O)CCC=1N=C(SC1C)NC(OC(C)(C)C)=O